(7-bromonaphthalen-1-yl)methanamine BrC1=CC=C2C=CC=C(C2=C1)CN